CCCCCCCCCCCCCCCCCC(=O)O[C@H](COC(=O)CCCCCCC/C=C\CCCCCCCC)COP(=O)([O-])OCC[N+](C)(C)C 1-(9Z-octadecenoyl)-2-octadecanoyl-sn-glycero-3-phosphocholine